C(CC)(=O)[Na] (propionyl)sodium